NC1=C(N=C2N1C=C(C=C2C2=C(C=CC=C2OC)F)C)C(=O)NCCC 3-Amino-8-(2-fluoro-6-methoxyphenyl)-6-methyl-N-propylimidazo[1,2-a]pyridine-2-carboxamide